CN1CCN(CC1)N 4-methylpiperazin-1-amine